octylmethoxycinnamic acid C(CCCCCCC)C(=C(C(=O)O)OC)C1=CC=CC=C1